4-hydroxy-3,6-dimethyl-2H-pyran-2-one OC1=C(C(OC(=C1)C)=O)C